8-methyl-6-(5-methyl-3,4-dihydro-2H-quinoxalin-1-yl)-2-[[1-(1-methyl-4-piperidyl)pyrazol-4-yl]amino]pyrido[2,3-d]pyrimidin-7-one CN1C(C(=CC2=C1N=C(N=C2)NC=2C=NN(C2)C2CCN(CC2)C)N2CCNC1=C(C=CC=C21)C)=O